COC=1C=C(CC2=NN=C(S2)NC(CC2=CC(=C(OC3=C(C(=O)N)C=CC=N3)C=C2)F)=O)C=CC1OC 2-(4-(2-((5-(3,4-dimethoxybenzyl)-1,3,4-thiadiazol-2-yl)amino)-2-oxoethyl)-2-fluorophenoxy)nicotinamide